FC1=C(C(=CC(=C1)C(C)C)F)N1N=C(C=C1)C=1C=CC(=C(C1)CNC(OC)=O)C Methyl N-[[5-[1-(2,6-difluoro-4-isopropyl-phenyl)pyrazol-3-yl]-2-methyl-phenyl]methyl]carbamate